FC(C(=O)O)(F)F.C(#C)C1=C(C=CC2=CC=CC=C12)O ethynylnaphthalen-2-ol trifluoroacetate